FC1=CC(=C(OC=2N=NC(=C(C2C(=O)OC)C)I)C=C1)C methyl 3-(4-fluoro-2-methyl-phenoxy)-6-iodo-5-methyl-pyridazine-4-carboxylate